tert-butyl (2-methyl-3-(3-(6-morpholino-1H-benzo[d]imidazol-2-yl)-1H-indazole-5-carboxamido)propyl)carbamate CC(CNC(OC(C)(C)C)=O)CNC(=O)C=1C=C2C(=NNC2=CC1)C1=NC2=C(N1)C=C(C=C2)N2CCOCC2